O=C1N(CCC(N1)=O)C=1C=C(C(=O)NCCCCCN2CCC(CC2)N2N=C3C=C(C(=CC3=C2)NC(C2=NC(=CC=C2)C(F)(F)F)=O)OC)C=CC1OC N-(2-(1-(5-(3-(2,4-dioxotetrahydropyrimidin-1(2H)-yl)-4-methoxybenzamido)pentyl)piperidin-4-yl)-6-methoxy-2H-indazol-5-yl)-6-(trifluoromethyl)picolinamide